NC1=C(C=2C(=NC=C(C2S1)F)C=1C2=C(C=3C=NC(=NC3C1F)OC[C@@H]1COCC1)COC2)C#N 2-Amino-7-fluoro-4-[5-fluoro-3-[[(3S)-tetrahydrofuran-3-yl]methoxy]-7,9-dihydrofuro[3,4-f]quinazolin-6-yl]thieno[3,2-c]pyridine-3-carbonitrile